C(C)(=O)OCCCCC=C(CCC=C(C)C)C 6,10-dimethylundeca-5,9-dien-1-yl acetate